4-[2-[6-Chloro-3-fluoro-2-(5-hydroxy-2,6-dimethyl-3-oxo-pyridazin-4-yl)phenyl]ethyl]benzonitrile ClC1=CC=C(C(=C1CCC1=CC=C(C#N)C=C1)C=1C(N(N=C(C1O)C)C)=O)F